Heptadecanyl 8-{(2-hydroxyethyl)[6-oxo-6-(undecyloxy)hexyl]amino}octanoate OCCN(CCCCCCCC(=O)OCCCCCCCCCCCCCCCCC)CCCCCC(OCCCCCCCCCCC)=O